C(C(C)C)N1[C@@H](CCC1)CC(=O)NC=1C=C(C(=NC1)C)NC(=O)C=1C=NN2C1C=NC(=C2)C=2C=NN(C2)C (S)-N-(5-(2-(1-isobutylpyrrolidin-2-yl)acetamido)-2-methylpyridin-3-yl)-6-(1-methyl-1H-pyrazol-4-yl)pyrazolo[1,5-a]pyrazine-3-carboxamide